N-methoxy-4-((4-methoxy-2-(N-methylmethanesulfonamido)phenyl)amino)nicotinamide CONC(C1=CN=CC=C1NC1=C(C=C(C=C1)OC)N(S(=O)(=O)C)C)=O